C(C)OC(=O)C1=CN=C(N1)C1CCC2(OCCO2)CC1 2-(1,4-Dioxaspiro[4.5]dec-8-yl)-1H-imidazole-5-carboxylic acid ethyl ester